(R)-5-[4-(4-benzo[d]isoxazol-3-ylpiperazine-1-carbonyl)phenyl]-5-isopropylimidazolidine-2,4-dione O1N=C(C2=C1C=CC=C2)N2CCN(CC2)C(=O)C2=CC=C(C=C2)[C@@]2(C(NC(N2)=O)=O)C(C)C